C1(=CC=CC=C1)NC1=CC(=C(C=C1)C1=CC=CC=C1)NC(CCN1N=CN=C1)=O N-(4-(phenylamino)-[1,1'-biphenyl]-2-yl)-3-(1H-1,2,4-triazol-1-yl)propionamide